O[C@@H]1C([C@@H]2CC[C@H]3[C@@H]4CC[C@H]([C@@H](CCCC(C)(C)O)C)[C@]4(CC[C@@H]3[C@]2(CC1)C)C)C#N 3β,25-dihydroxy-5α-cholestane-4-carbonitrile